OC1C(CCC1O)CC(=O)N1CCOCC1 2-(2,3-dihydroxycyclopentyl)-1-morpholinoethan-1-one